C[N+](C)(C)CCO The molecule is a choline that is the parent compound of the cholines class, consisting of ethanolamine having three methyl substituents attached to the amino function. It has a role as a neurotransmitter, a nutrient, a human metabolite, a plant metabolite, a Daphnia magna metabolite, a Saccharomyces cerevisiae metabolite, an Escherichia coli metabolite, a mouse metabolite and an allergen.